Scandium (III) iodide [I-].[Sc+3].[I-].[I-]